N1=CC=C(C=C1)C para-picoline